C1(CCC1)C1=C(N(C=N1)CC)CO (5-cyclobutyl-3-ethylimidazol-4-yl)methanol